1-(2,3-dihydro-1-methyl-2-oxo-1H-indole-3-yl)-3-(methoxycarbonyl)-pyridinium bromide [Br-].CN1C(C(C2=CC=CC=C12)[N+]1=CC(=CC=C1)C(=O)OC)=O